ClC1=NN(C2=NC(=NC=C21)N)CC2=CC=C(C=C2)[N+](=O)[O-] chloro-(4-nitrobenzyl)-1H-pyrazolo[3,4-d]pyrimidin-6-amine